3-(4-amino-6-(trifluoromethyl)pyrido[3,4-d]pyrimidin-8-yl)-2,4-dimethylphenol NC=1C2=C(N=CN1)C(=NC(=C2)C(F)(F)F)C=2C(=C(C=CC2C)O)C